(S)-6-(4-(4-acryloyl-1-(2,2,2-trifluoroethyl)piperazin-2-yl)-6-chloropyridin-2-yl)-N,2-dimethylpyrimidine C(C=C)(=O)N1CC(N(CC1)CC(F)(F)F)C1=CC(=NC(=C1)Cl)C1=CC=N[C@H](N1C)C